COCC1=NC=2C(=NC(=CC2N2CCOCC2)N2N=C(C=C2)C=2C=C(C=CC2)C)N1C 4-(2-(methoxymethyl)-3-methyl-5-(3-(m-tolyl)-1H-pyrazol-1-yl)-3H-imidazo[4,5-b]pyridin-7-yl)morpholine